CN(C)\C=C/1\C(COC2=CC=CC=C12)=O (E)-4-((dimethylamino)methylene)chroman-3-one